OC1=C(C(=CC(=C1)C(F)(F)F)C)C=1C=CC=2C(N1)=NN(C2[C@H](C)O)[C@H]2CCC(N(C2)C)=O |o1:21| (S)-5-(6-(2-hydroxy-6-methyl-4-(trifluoromethyl)phenyl)-3-((S or R)-1-hydroxyethyl)-2H-pyrazolo[3,4-b]pyridin-2-yl)-1-methylpiperidin-2-one